COC(=O)C=1C=C(C=C(C1)C(=O)OC)C1=CC=C(C=C1)B(O)O (3',5'-bis(methoxycarbonyl)-[1,1'-biphenyl]-4-yl)boronic acid